[3-(1-methylpyrazol-3-yl)phenyl]-2-morpholino-6-(4-pyridylamino)pyrimidine-5-carboxylic acid CN1N=C(C=C1)C=1C=C(C=CC1)C1=NC(=NC(=C1C(=O)O)NC1=CC=NC=C1)N1CCOCC1